3,4-dihydro-5-[4-(1-piperidinyl)butoxy]-1(2H)-isoquinolinone N1(CCCCC1)CCCCOC1=C2CCNC(C2=CC=C1)=O